C(CCC)SC1=C(C=C(C=C1OC)CC(CC)N)OC 1-(4-(butylsulfanyl)-3,5-dimethoxyphenyl)butan-2-amine